N[C@@H]1CCCC([C@H]1C1=C(C2=NC(=CC(=C2S1)NC\C=C\C)Cl)Br)(F)F 2-((1S,6R)-6-amino-2,2-difluorocyclohexyl)-3-bromo-N-((E)-but-2-en-1-yl)-5-chlorothieno[3,2-b]pyridin-7-amine